(4aR,4bS,6aS,9aS,9bS)-1-(2-chlorobenzyl)-4a,6a-dimethyl-3,4,4a,6,6a,8,9,9a,9b,10-decahydro-1H-indeno[5,4-f]quinoline-2,5,7(4bH)-trione ClC1=C(CN2C(CC[C@@]3([C@@H]4[C@@H](CC=C23)[C@@H]2CCC([C@]2(CC4=O)C)=O)C)=O)C=CC=C1